[C@H]12CN(C[C@H](CC1)N2)C2=NC(=NC1=C(C(=C(C=C21)F)C2=CNC=1C2=NC(=CC1)Cl)F)OC[C@H]1N(CCC1)C 4-((1R,5S)-3,8-diazabicyclo[3.2.1]octan-3-yl)-7-(5-chloro-1H-pyrrolo[3,2-b]pyridin-3-yl)-6,8-difluoro-2-(((S)-1-methylpyrrolidin-2-yl)methoxy)quinazoline